3-{[2-(4-Isopropylphenyl)imidazo[1,2-a]pyridin-3-yl]methyl}-3,8-diazabicyclo[3.2.1]octan-Dihydrochlorid Cl.Cl.C(C)(C)C1=CC=C(C=C1)C=1N=C2N(C=CC=C2)C1CN1CC2CCC(C1)N2